COCOC1=C(C=CC=C1)C=1N=NC2=CC(=CC=C2C1)N1CC2(C1)CC(C2)C=2N=NN(C2)[C@H](C(=O)OC(C)(C)C)C(C)C tert-butyl (2S)-2-[4-(2-{3-[2-(methoxymethoxy)phenyl]cinnolin-7-yl}-2-azaspiro[3.3]heptan-6-yl)-1,2,3-triazol-1-yl]-3-methylbutanoate